N1=C(C=CC=C1C1=C(C=CC=C1)C=1C(=C(C=C(C1)C(C)(C)C)C12CC3CC(CC(C1)C3)C2)[O-])C2=C(C=CC=C2)C=2C(=C(C=C(C2)C(C)(C)C)C23CC1CC(CC(C2)C1)C3)[O-].C[Hf+2]C Dimethylhafnium [2',2'''-(pyridine-2,6-diyl)bis((3-adamantan-1-yl)-5-(tert-butyl)-[1,1'-biphenyl]-2-olate)]